ClC1=C(C(=CC=C1)Cl)CCO 2-(2,6-dichlorophenyl)-ethanol